N(N)C1=CC=C(C=N1)NC(CC)=O N-(6-hydrazinopyridin-3-yl)propanamide